2-(2,6-dioxopiperidin-3-yl)-5-(4-(6-(piperazin-1-yl)pyrimidin-4-yl)piperazin-1-yl)isoindoline-1,3-dione O=C1NC(CCC1N1C(C2=CC=C(C=C2C1=O)N1CCN(CC1)C1=NC=NC(=C1)N1CCNCC1)=O)=O